FC1=C(C(=CC=2CCC(CC12)NCCC(C)(C)OC)O)N1CC(NS1(=O)=O)=O 5-{1-fluoro-3-hydroxy-7-[(3-methoxy-3-methylbutyl)amino]-5,6,7,8-tetrahydronaphthalen-2-yl}-1λ6,2,5-thiadiazolidine-1,1,3-trione